2-(((S)-1,1,1-trifluoropropan-2-yl)oxy)benzoic acid methyl ester COC(C1=C(C=CC=C1)O[C@H](C(F)(F)F)C)=O